(2S,3R)-1-[6-[1-(azetidin-3-yl)pyrazol-4-yl]-3-chloro-imidazo[1,2-a]pyrazin-8-yl]-2-methyl-azetidin-3-ol N1CC(C1)N1N=CC(=C1)C=1N=C(C=2N(C1)C(=CN2)Cl)N2[C@H]([C@@H](C2)O)C